N1CCC(CC1)CNC(=O)C=1C2=C(SC1NC(C1=CN=CC=C1)=O)CCCC2 N-(3-((Piperidin-4-ylmethyl)carbamoyl)-4,5,6,7-tetrahydro-benzo[b]thiophen-2-yl)nicotinamid